6-chloro-2-(2,3-dichlorophenyl)-[1,2,4]triazolo[1,5-a]pyrazine ClC=1N=CC=2N(C1)N=C(N2)C2=C(C(=CC=C2)Cl)Cl